(R)-6-(cyclopropanecarboxamido)-N-(methyl-d3)-4-((2,4,5-trimethyl-4,5-dihydro-[1,2,4]triazolo[1,5-a]quinoxalin-6-yl)amino)pyridazine-3-carboxamide C1(CC1)C(=O)NC1=CC(=C(N=N1)C(=O)NC([2H])([2H])[2H])NC1=C2N([C@@H](C=3N(C2=CC=C1)N=C(N3)C)C)C